N1(CCNCC1)C(=O)C1=CC=C(C=C1)C=1C=NC=C(C(=O)NC2=CC(=CC=C2)OC)C1 5-(4-(piperazine-1-carbonyl)phenyl)-N-(3-methoxyphenyl)nicotinamide